NC1=CC2=C(OC3=C2C=C(C=C3)N)C=C1 2,8-diaminodibenzofuran